methyl methanoate C(=O)OC